(R)-4-(7-(4-Bromo-3-(trifluoromethyl)benzoyl)-2-isobutyl-6-methyl-4-oxo-5,6,7,8-tetrahydropyrido[3,4-d]pyrimidin-3(4H)-yl)-N-methylbenzamide BrC1=C(C=C(C(=O)N2CC=3N=C(N(C(C3C[C@H]2C)=O)C2=CC=C(C(=O)NC)C=C2)CC(C)C)C=C1)C(F)(F)F